tetrahexoxyzirconium C(CCCCC)O[Zr](OCCCCCC)(OCCCCCC)OCCCCCC